FC(OC1=CC=C(C=C1)N1CC(C1)C1CN(CCC1)CC(C(=O)Cl)=C)(F)F 3-{1-[4-(trifluoromethoxy)phenyl]azetidin-3-yl}piperidineMETHACRYLIC ACID chloride